FC1=CC=C(C=C1)C12[C@H](C=CC=3C[C@@H]4[C@@H]5C=C[C@@H]([C@@]([C@@]5(C13)CCN4C)(O2)C2=NC4=C(N2[C@@H]2CC[C@H](CC2)OC[2H])C=CC(=C4)C=4C(=NOC4C)C)O)O (S)-4-(4-fluorophenyl)-5-(5-(3,5-dimethylisoxazol-4-yl)-1-((trans)-4-deuteromethoxycyclohexyl)-1H-benzo[d]imidazol-2-yl)morphine